3-(diethylamino)benzo[c][1]benzoxepine-6,11-dione C(C)N(C1=CC2=C(C(C3=C(C(O2)=O)C=CC=C3)=O)C=C1)CC